I[Si](C(CCN1C(NCC1)=O)CC)(O)O 1-[3-(iododihydroxysilyl)pentyl]-2-imidazolidinone